2-hydroxy-2-methyl-3-oxopropanoic acid OC(C(=O)O)(C=O)C